Cl.CC1(CC1)N 1-methylcyclopropan-1-amine hydrochloride Salt